C(C)(C)(C)P1(=NC2=C(C3=C1C=C1C=CC=CC1=C3)C=C3C=CC=CC3=C2)C(C)(C)C 7,7-di-tert-butyl-7lambda5-dinaphtho[2,3-c:2',3'-e][1,2]Azaphosphine